S(C(CC(=O)OCCCCCCCCCCCCCCCCCC)C)C(CC(=O)OCCCCCCCCCCCCCCCCCC)C dioctadecyl β,β'-thiodibutyrate